C(C)S(=O)(=O)C=1C(=NC(=CC1)C1=CC=C(C=C1)OC(C(F)F)(F)F)C1=NC=2N(C=C1)N=C(C2)C(F)(F)F 5-(3-(ethylsulfonyl)-6-(4-(1,1,2,2-tetrafluoroethoxy)phenyl)pyridin-2-yl)-2-(trifluoromethyl)pyrazolo[1,5-a]pyrimidine